tetraButyl-ammonium chloride [Cl-].C(CCC)[N+](CCCC)(CCCC)CCCC